N7-(2-(4-(4-(2-(benzyloxy)ethoxy)phenyl)piperazin-1-yl)ethyl)-N7-methyl-2-(oxazol-2-yl)-[1,2,4]triazolo[1,5-c]pyrimidine-5,7-diamine C(C1=CC=CC=C1)OCCOC1=CC=C(C=C1)N1CCN(CC1)CCN(C1=CC=2N(C(=N1)N)N=C(N2)C=2OC=CN2)C